N1CCCCCCCCCCCCCCC1 Azacyclohexadecane